C(C(C)C)N1N=C(C(=C1CCC)O)C(C)(C)C 1-isobutyl-3-tert-butyl-4-hydroxy-5-n-propyl-pyrazole